ClC=1N=CC2=C(N1)C(C(N(C2)C2=C(C=CC(=C2)C(=O)OC)C)=O)C(=O)OCC Ethyl 2-chloro-6-(5-(methoxycarbonyl)-2-methylphenyl)-7-oxo-5,6,7,8-tetrahydropyrido[4,3-d]pyrimidine-8-carboxylate